5-benzoyl-N,N-dimethylimidazo[1,2-a]pyridine-7-carboxamide C(C1=CC=CC=C1)(=O)C1=CC(=CC=2N1C=CN2)C(=O)N(C)C